6-[4-[4-(5-Hydroxypyridin-3-yl)naphthalene-1-carbonyl]piperazin-1-yl]-N-[3-nitro-4-(2-phenylsulfanylethylamino)phenyl]sulfonylpyridazine-3-carboxamide OC=1C=C(C=NC1)C1=CC=C(C2=CC=CC=C12)C(=O)N1CCN(CC1)C1=CC=C(N=N1)C(=O)NS(=O)(=O)C1=CC(=C(C=C1)NCCSC1=CC=CC=C1)[N+](=O)[O-]